4-bromo-3-hydroxy-2-(2-hydroxyethyl)benzoic acid methyl ester COC(C1=C(C(=C(C=C1)Br)O)CCO)=O